4-[[2-(5-chloro-4-fluoro-2-methoxy-phenyl)acetyl]amino]-N-(1-methylcyclobutyl)pyridine-2-carboxamide ClC=1C(=CC(=C(C1)CC(=O)NC1=CC(=NC=C1)C(=O)NC1(CCC1)C)OC)F